COC1=NC(=NC(=C1)OC)NC(=O)NS(=O)(=O)C1=C(C=NN1C)C(=O)O 5-[(4,6-dimethoxypyrimidin-2-ylcarbamoyl)sulphamoyl]-1-methylpyrazole-4-carboxylic acid